NC(COCC1=CC=CC=C1)C1CN(C1)C(=O)OC(C)(C)C Tert-Butyl 3-(1-amino-2-benzyloxy-ethyl)azetidine-1-carboxylate